dihydropyrido[4,3-d]pyrimidin N1CN=CC2=C1C=CN=C2